5-((R)-3-methoxymethyl-piperazin-1-yl)-4-methyl-pyridin-2-ylamine dihydrochloride Cl.Cl.COC[C@H]1CN(CCN1)C=1C(=CC(=NC1)N)C